C=CCCN1C(=O)C2=CC=CC=C2C1=O N-(3-buten-1-yl)phthalimide